FC1=C(C=C(C=C1)C=1C=CC=2N(N1)C(=CN2)C2=NC=CC=C2C#N)O[C@H](CN2N=NN=C2)C 2-[6-(4-fluoro-3-{[(2S)-1-(1H-tetrazol-1-yl)propan-2-yl]oxy}phenyl)imidazo[1,2-b]pyridazin-3-yl]pyridine-3-carbonitrile